ethyl (6-hydroxy-10-(1-methyl-1H-pyrazol-3-yl)-[1,2,4]triazolo[5,1-a]isoquinoline-5-carbonyl)glycinate OC1=C(N2C(C3=C(C=CC=C13)C1=NN(C=C1)C)=NC=N2)C(=O)NCC(=O)OCC